ClC=1C(=NC(=CC1)C)CC 3-Chloro-2-ethyl-6-methylpyridine